C(CCCCC)C1=CC=C(C=C1)C1=CC2=C(C3=C(S2)C=C(S3)C3=CC=C(C=C3)CCCCCC)S1 2,6-bis(4-hexylphenyl)-dithieno[3,2-b:2',3'-d]thiophene